4-fluoro-N-(1-(5-(pyridin-2-yl)-5,6,7,8-tetrahydro-1,5-naphthyridin-2-yl)cyclopropyl)benzamide FC1=CC=C(C(=O)NC2(CC2)C2=NC=3CCCN(C3C=C2)C2=NC=CC=C2)C=C1